2-chloro-4-morpholinobenzaldehyde ClC1=C(C=O)C=CC(=C1)N1CCOCC1